FC(C=1C=C(C=C(C1)C(F)(F)F)NC(=O)NC1=CC(=CC(=C1)C(F)(F)F)C(F)(F)F)(F)F 1,3-bis[3,5-bis(trifluoromethyl)benzeneyl]urea